N-benzyl-N,N-dimethylammonium triflate [O-]S(=O)(=O)C(F)(F)F.C(C1=CC=CC=C1)[NH+](C)C